Ethylvinylether C(C)OC=C